6-(1,4-dimethyl-1H-pyrazol-5-yl)-N-(2-((3ar,6as)-2-(3,3-dimethylbutyl)octahydrocyclopenta[c]pyrrol-5-yl)ethyl)pyridazin-3-amine CN1N=CC(=C1C1=CC=C(N=N1)NCCC1C[C@@H]2[C@@H](CN(C2)CCC(C)(C)C)C1)C